N-(5-(8-ethyl-2-(((3S,5S)-5-fluoropiperidin-3-yl)amino)quinazolin-6-yl)pyrimidin-2-yl)-1-phenylmethanesulfonamide C(C)C=1C=C(C=C2C=NC(=NC12)N[C@@H]1CNC[C@H](C1)F)C=1C=NC(=NC1)NS(=O)(=O)CC1=CC=CC=C1